4-(4-(5-((6-(3,5-dichlorophenyl)-4-((4-(2-hydroxyethyl)piperidin-1-yl)methyl)pyridin-2-yl)oxy)pyrimidin-2-yl)piperazin-1-yl)-2-methylbutanoic acid ClC=1C=C(C=C(C1)Cl)C1=CC(=CC(=N1)OC=1C=NC(=NC1)N1CCN(CC1)CCC(C(=O)O)C)CN1CCC(CC1)CCO